NC1=CNON1O 4-amino-N'-hydroxy-1,2,5-oxadiazol